C(C)OC1=C(OC=2C=C(C=CC2)C2=CN=CC(=N2)NC(CC2=CC=C(OC(C(=O)O)(C)C)C=C2)=O)C=CC=C1 4-(2-((6-(3-(2-ethoxyphenoxy)phenyl)pyrazin-2-yl)amino)-2-ketoethyl)phenoxy-2-methylpropionic acid